2-(diphenylphosphino)phenyl-fluorene C1(=CC=CC=C1)P(C1=C(C=CC=C1)C1=CC=CC=2C3=CC=CC=C3CC12)C1=CC=CC=C1